2-ethylhexyl 3-[4-[(4-methylpiperazin-1-yl)methyl]-2-nitro-phenyl]sulfanylpropanoate CN1CCN(CC1)CC1=CC(=C(C=C1)SCCC(=O)OCC(CCCC)CC)[N+](=O)[O-]